[Si](C1=CC=CC=C1)(C1=CC=CC=C1)(C(C)(C)C)OC\C=C(\C=N\[S@](=O)C(C)(C)C)/F (R)-N-((1E,2Z)-4-((tert-butyldiphenylsilyl)oxy)-2-fluoro-but-2-en-1-ylidene)-2-methylpropan-2-sulfinamide